6-(5-cyanopyridin-2-yl)-2,6-diazaspiro[3.3]heptane-2-thiohydrazide C(#N)C=1C=CC(=NC1)N1CC2(CN(C2)C(NN)=S)C1